C(CCCCCCCCCCCCCCCCCCC)OCC[N-]C N-(2-(eicosyloxy)ethyl)-N-methylamide